tris(hydroxymethyl)methyl-amine OCC(N)(CO)CO